C1(CC1)N1C(N(C=2C(C1=O)=C(N(C(C2C)=O)C)NC2=C(C=C(C=C2)I)F)C2=CC(=CC=C2)N(S(NC)(=O)=O)C)=O 3-Cyclopropyl-5-(2-fluoro-4-iodo-anilino)-6,8-dimethyl-1-[3-[methyl(methylsulfamoyl)amino]phenyl]-2,4,7-trioxo-pyrido[4,3-d]pyrimidine